1-(6-((4-methylthiazol-2-yl)amino)pyridin-2-yl)pyrrolidin-2-one CC=1N=C(SC1)NC1=CC=CC(=N1)N1C(CCC1)=O